C1=CC=C(C=C1)N(C2=CC=CC=C2)C3=NC=CC=N3 Diphenylaminopyrimidin